N-iso-decyl-acrylamide C(CCCCCCC(C)C)NC(C=C)=O